1-methyl-N-(3-(1-methyl-1H-benzo[d][1,2,3]triazol-6-yl)-1H-pyrrolo[2,3-b]pyridin-6-yl)piperidine-4-carboxamide CN1CCC(CC1)C(=O)NC1=CC=C2C(=N1)NC=C2C=2C=CC1=C(N(N=N1)C)C2